(R)-N-cyclohexyl-3-(2-(6-((4-(4-methylpiperazin-1-yl)phenyl)amino)pyrimidin-4-yl)isoxazolidine-3-yl)benzamide C1(CCCCC1)NC(C1=CC(=CC=C1)[C@@H]1N(OCC1)C1=NC=NC(=C1)NC1=CC=C(C=C1)N1CCN(CC1)C)=O